[N].C1=CC=CC2=CC=C3C4=CC=C5C=CC=CC5=C4C=CC3=C21.C2=CC=CC1=CC=C3C4=CC=C5C=CC=CC5=C4C=CC3=C12.C1=CC=CC2=CC=C3C4=CC=C5C=CC=CC5=C4C=CC3=C21 trispicen nitrogen